3-Bromo-5-chloro-6-methoxy-2,4-dimethylpyridine BrC=1C(=NC(=C(C1C)Cl)OC)C